ClC1=CC=C(C=C1)C1=NN=C(O1)[C@@H]1CC[C@H](CN1CC)N (3R,6S)-6-[5-(4-chlorophenyl)-1,3,4-oxadiazol-2-yl]-1-ethyl-piperidin-3-amine